[Se]1(=O)(=O)O[Se][Se]O1 diseleno selenate